(1-((5-(hydroxymethyl)-3-methoxypyridin-2-yl)Methyl)-7-(((5-methyl-1,2,4-oxadiazol-3-yl)methyl)amino)-1H-pyrazolo[4,3-d]Pyrimidin-5-yl)carbamic acid methyl ester COC(NC=1N=C(C2=C(N1)C=NN2CC2=NC=C(C=C2OC)CO)NCC2=NOC(=N2)C)=O